[Br-].[Zn+2].NCCNC1=NC=C(C(=N1)NC1=CC2=CC=CC=C2C=C1)C(=O)N.[Br-] 2-(2-Aminoethylamino)-4-(2-naphthylamino)pyrimidine-5-carboxamide zinc bromide